8-methoxy-1',3',3'-trimethylspiro[1(2H)-benzopyran-2,2'-indoline] COC1=CC=CC=2C=CC3(N(C4=CC=CC=C4C3(C)C)C)OC21